C1(CCCCC1)C1C2C3C4C=CC(C3C(C1)C2)C4 2-cyclohexyl-1,4:5,8-dimethano-1,2,3,4,4a,5,8,8a-octahydronaphthalene